2-oxoglutaconic acid C(=C/C(=O)O)\C(=O)C(=O)O